CCC=O The molecule is an aldehyde that consists of ethane bearing a formyl substituent. The parent of the class of propanals. It has a role as an Escherichia coli metabolite. It is an alpha-CH2-containing aldehyde and a member of propanals.